FC=1C=C(C=CC1C=1N=C2SC3=C(N2C1)C=C(C(=C3)C(NCCCN3CCC(CC3)F)=O)OC)C3N(CCOC3)C(=O)OC(C)(C)C tert-butyl 3-(3-fluoro-4-(7-((3-(4-fluoropiperidin-1-yl)propyl)carbamoyl)-6-methoxybenzo[d]imidazo[2,1-b]thiazol-2-yl)phenyl)morpholine-4-carboxylate